FC(CN1N=NC2=C1C=C(C=C2)C=2C(=C(N1N=C(N=C(C12)OC)N[C@@H]1CN(C[C@@H]1F)C(C)=O)[2H])F)F 1-((3R,4S)-3-((5-(1-(2,2-difluoroethyl)-1H-benzo[d][1,2,3]triazol-6-yl)-6-fluoro-4-methoxypyrrolo[2,1-f][1,2,4]triazin-2-yl-7-d)amino)-4-fluoropyrrolidin-1-yl)ethan-1-one